3-(5-((4-(3-fluoro-4-iodopyridin-2-yl)piperazin-1-yl)methyl)-1-oxoisoindolin-2-yl)piperidine-2,6-dione FC=1C(=NC=CC1I)N1CCN(CC1)CC=1C=C2CN(C(C2=CC1)=O)C1C(NC(CC1)=O)=O